bis(trichloromethyl)-6-(4-methoxystyryl)-s-triazine ClC(Cl)(Cl)C1=NC(=NC(=N1)C=CC1=CC=C(C=C1)OC)C(Cl)(Cl)Cl